ClC=1C=C(C=C2C=CC(=NC12)NC1=CC=C(C=C1)OC(F)(F)F)OCCN1CCOCC1 8-chloro-6-(2-morpholinoethoxy)-N-(4-(trifluoromethoxy)phenyl)quinolin-2-amine